7-Azaindolizine C=1C=CN2C=CN=CC12